6-(Dimethylamino)-N-((2-ethoxyphenyl)sulfonyl)-5-fluorobenzofuran-2-carboxamide CN(C1=CC2=C(C=C(O2)C(=O)NS(=O)(=O)C2=C(C=CC=C2)OCC)C=C1F)C